BrC=1C(N(C=C(N1)Br)CSC)=O 3,5-dibromo-1-((methylthio)methyl)pyrazin-2(1H)-one